5-METHYL-5-VINYL-TETRAHYDROFURAN CC1(CCCO1)C=C